ClC=1C(=C(C=CC1Cl)O)[C@@H](C1CCN(CCC1)C(=O)[C@@H]1CNCC1)O 3,4-dichloro-2-[(R)-hydroxy[1-[(3S)-pyrrolidine-3-carbonyl]azepan-4-yl]methyl]phenol